(12aR)-7-Hydroxy-12-[(3,4-difluorophenyl)(phenyl)methyl]-3,4,12,12a-tetrahydro-1H-[1,4]oxazino[3,4-c]pyrido[2,1-f][1,2,4]triazin-6,8-dion OC=1C(C=CN2N([C@H]3N(C(C21)=O)CCOC3)C(C3=CC=CC=C3)C3=CC(=C(C=C3)F)F)=O